2,6-Distyrylphenol C(=CC1=CC=CC=C1)C1=C(C(=CC=C1)C=CC1=CC=CC=C1)O